Br[Si]1(C[SiH](C1)Cl)CCCC 1-bromo-3-chloro-1-butyl-1,3-disilacyclobutane